Tridecenonitrile C(C=CCCCCCCCCCC)#N